2-(4-(2-(1,6-dimethyl-7-oxo-6,7-dihydro-1H-pyrrolo[2,3-c]pyridin-3-yl)-3-isopropyl-1H-indol-5-yl)piperidin-1-yl)-N,N-dimethylacetamide CN1C=C(C2=C1C(N(C=C2)C)=O)C=2NC1=CC=C(C=C1C2C(C)C)C2CCN(CC2)CC(=O)N(C)C